ClC1=NC=CC(=N1)C1=CC=C(C(=O)O)C=C1 4-(2-chloropyrimidine-4-yl)benzoic acid